monoacetate monohydrate O.C(C)(=O)O